C(C(C)C)(=O)C1CCC12CNCC2 isobutyryl-6-azaspiro[3.4]octan